ClC=1N=C(SC1)C=1N=NN(C1)[C@@H]1[C@H]([C@@H](SC=2C(=NC=C(C2)Cl)C2=NC=CC=C2)O[C@@H]([C@@H]1O)CO)OC 5-Chloro-2-(pyridin-2-yl)-pyridin-3-yl 3-[4-(4-chlorothiazol-2-yl)-1H-1,2,3-triazol-1-yl]-3-deoxy-2-O-methyl-1-thio-α-D-galactopyranoside